ClC=1C=CC(=C(CNCC2CCNCC2)C1)OCC1=NC=CC=N1 N-(5-chloro-2-(pyrimidin-2-ylmethoxy)benzyl)-1-(piperidin-4-yl)methanamine